NC1=C(N=CC2=C(C(=CC=C12)C#N)C=1C(=NC=CC1)C([2H])([2H])[2H])C(=O)NCCC 4-amino-7-cyano-8-(2-(methyl-d3)pyridin-3-yl)-N-propylisoquinoline-3-carboxamide